2-[5-methyl-6-(pyridazin-4-yl)pyridin-3-yl]acetamide CC=1C=C(C=NC1C1=CN=NC=C1)CC(=O)N